N-{[(3S,4R)-4-Methyl-2-[6-methyl-3-(2H-1,2,3-triazol-2-yl)pyridin-2-carbonyl]-2-azabicyclo[3.1.1]heptan-3-yl]methyl}-5-(trifluoromethyl)pyrimidin-2-amin C[C@H]1[C@H](N(C2CC1C2)C(=O)C2=NC(=CC=C2N2N=CC=N2)C)CNC2=NC=C(C=N2)C(F)(F)F